CN(CCOCCC(=O)NC=1C=CC=C2C(=CC=NC12)C(=O)O)C 8-(3-(2-(dimethylamino)ethoxy)propanamido)quinoline-4-carboxylic acid